(2S)-N-[(1S)-2-amino-2-oxo-1-[[(3S)-2-oxopyrrolidin-3-yl]methyl]ethyl]-4-methyl-2-(2-naphthylsulfonylamino)pentanamide NC([C@H](C[C@H]1C(NCC1)=O)NC([C@H](CC(C)C)NS(=O)(=O)C1=CC2=CC=CC=C2C=C1)=O)=O